2-bromopyrazolo[5,1-b]thiazole-7-carbonyl chloride BrC1=CN2C(S1)=C(C=N2)C(=O)Cl